N4-(3-(difluoromethoxy)benzyl)-N2,N2,N6,N6-tetrakis(2-methoxyethyl)-8-(4-methoxypiperidin-1-yl)pyrimido[5,4-d]pyrimidine-2,4,6-triamine FC(OC=1C=C(CNC=2C3=C(N=C(N2)N(CCOC)CCOC)C(=NC(=N3)N(CCOC)CCOC)N3CCC(CC3)OC)C=CC1)F